CC1=C(C2=C(N=N1)SC1=C2N=CN=C1N(C)CC=1C=CC(=C(C(=O)NC)C1)F)C 5-[[(3,4-dimethylpyrimido[4',5':4,5]thieno[2,3-c]pyridazin-8-yl)(methyl)amino]methyl]-2-fluoro-N-methyl-benzamide